4,4'-(perfluoropropane-2,2-diyl)bis(2-aminophenol) FC(C(C(F)(F)F)(C1=CC(=C(C=C1)O)N)C1=CC(=C(C=C1)O)N)(F)F